(2S,4S)-6-chloro-N-{3-[2-(4-chloro-3-fluorophenoxy)acetamido]bicyclo[1.1.1]pentan-1-yl}-4-hydroxy-4-methyl-3,4-dihydro-2H-1-benzopyran-2-carboxamide ClC=1C=CC2=C([C@@](C[C@H](O2)C(=O)NC23CC(C2)(C3)NC(COC3=CC(=C(C=C3)Cl)F)=O)(C)O)C1